4-methyl-2'-hydroxy-4'-methoxy-3'-(benzylpiperazin-1-yl)methyl-chalcone tert-butyl-(1-(6-(tert-butylsulfonyl)-7-methoxyimidazo[1,2-a]pyridin-3-yl)-1H-pyrazol-4-yl)carbamate C(C)(C)(C)N(C(O)=O)C=1C=NN(C1)C1=CN=C2N1C=C(C(=C2)OC)S(=O)(=O)C(C)(C)C.CC2=CC=C(C=C2)\C=C\C(=O)C2=C(C(=C(C=C2)OC)CN2C(CNCC2)CC2=CC=CC=C2)O